C1(CC1)C1=CC=CC=2C=3N(C(=NC12)NC=1C(N=CC=CC1)=O)N=C(N3)C3=CC=C(C=C3)OC (3R)-3-{[7-cyclopropyl-2-(4-methoxyphenyl)[1,2,4]triazolo[1,5-c]quinazolin-5-yl]amino}azepin-2-one